C[C@H](CC(=O)OCC)CCCOS(=O)(=O)C ethyl (S)-3-methyl-6-((methylsulfonyl)oxy)hexanoate